N1=CC=C2N1C(=CC=N2)O Pyrazolo[1,5-a]pyrimidin-7-ol